N-propyl-N-[(3S)-pyrrolidin-3-yl]-2-{1-[2-(trifluoromethyl)phenyl]-1H-pyrazol-4-yl}-1,3-thiazole-4-carboxamide C(CC)N(C(=O)C=1N=C(SC1)C=1C=NN(C1)C1=C(C=CC=C1)C(F)(F)F)[C@@H]1CNCC1